(E)-1-(4-Tert-butylphenyl)-3-(4-hydroxy-3-nitrophenyl)prop-2-en-1-one C(C)(C)(C)C1=CC=C(C=C1)C(\C=C\C1=CC(=C(C=C1)O)[N+](=O)[O-])=O